6-METHOXY-N-(2-METHYL-5-(TRIFLUOROMETHYL)PHENYL)-2-(TRIFLUOROMETHYL)-1H-IMIDAZO[4,5-B]PYRAZIN-5-AMINE COC1=C(N=C2C(=N1)NC(=N2)C(F)(F)F)NC2=C(C=CC(=C2)C(F)(F)F)C